2,2'-dithiooxalic acid C(C(=S)S)(=O)O